4-chloro-8-(3,8-diazabicyclo[3.2.1]octan-3-ylmethyl)-5-(2,2,2-trifluoroethyl)pyrido[3,2-b]indole-3-carbonitrile ClC1=C(C=NC2=C1N(C=1C=CC(=CC21)CN2CC1CCC(C2)N1)CC(F)(F)F)C#N